methyl 2-(4-((S)-3,3-dicyclopropyl-2-(1-isopropyl-1H-pyrazole-5-carboxamido)propanamido)-5-fluoro-2-(trifluoromethyl)phenyl)propanoate C1(CC1)C([C@@H](C(=O)NC1=CC(=C(C=C1F)C(C(=O)OC)C)C(F)(F)F)NC(=O)C1=CC=NN1C(C)C)C1CC1